O=C1NC(CCC1N1C(C2=CC=CC(=C2C1=O)OCC(=O)OC(C)(C)C)=O)=O tert-butyl 2-((2-(2,6-dioxopiperidin-3-yl)-1,3-dioxoisoindolin-4-yl)oxy)-acetate